1-(methylamino)-4-(2-hydroxyethylamino)anthraquinone CNC1=CC=C(C=2C(C3=CC=CC=C3C(C12)=O)=O)NCCO